[2H]C1=CC(=C(C(=C1[2H])[2H])[2H])N([2H])C(=O)C acetanilide-d5